racemic-3-cyclohexene-1-carboxylic acid methyl ester COC(=O)[C@H]1CC=CCC1 |r|